C(CCCCCC)C(C(=O)OCC(COC(C(CCCCCCC)CCCCCCC)=O)N1CC2(C1)CCN(CC2)CCCCO)CCCCCCC 2-(7-(4-hydroxybutyl)-2,7-diazaspiro[3.5]nonan-2-yl)propane-1,3-diyl bis(2-heptylnonanoate)